C(C)O[C@@H]1C[C@@]2(CC[C@H](C1)N2CC2=CC=C(C=C2)OC)C2=CC=C(C(=O)OC)C=C2 Methyl 4-((1S,3S,5R)-3-ethoxy-8-(4-methoxybenzyl)-8-azabicyclo[3.2.1]octan-1-yl)benzoate